C(C)(C)(C)OC(C1=C(C(=CC=C1)NC(C1=CC=CC=C1)=O)F)=O 3-benzoylamino-2-fluorobenzoic acid tert-butyl ester